CSCNC(C1=CN=CC=C1)=O N-((methylthio)methyl)nicotinamide